BrCCCCCC(=O)N(CCCCCCCCCCCC)CCCCCCCCCCCC 6-bromo-N,N-didodecylhexanamide